3-[5-(5-aminopent-1-yn-1-yl)-3-methyl-2-oxo-1,3-benzodiazol-1-yl]piperidine-2,6-dione trifluoro-acetate FC(C(=O)O)(F)F.NCCCC#CC1=CC2=C(N(C(N2C)=O)C2C(NC(CC2)=O)=O)C=C1